(R)-1-(2-ethynyl-thiazol-4-yl)-3-(2-hydroxy-1-(4-(3-oxo-morpholinyl)phenyl)-ethyl)urea C(#C)C=1SC=C(N1)NC(=O)N[C@@H](CO)C1=CC=C(C=C1)N1C(COCC1)=O